C(C1=CC=CC=C1)OC1=CC=C(C=C1)CC(CC(=O)O)N1N=CC2=CC(=CC=C12)OCCC1=NC=2NCCCC2C=C1 4-(4-(benzyloxy)phenyl)-3-(5-(2-(5,6,7,8-tetrahydro-1,8-naphthyridin-2-yl)ethoxy)-1H-indazol-1-yl)butanoic acid